Tert-butyl (S)-2-(4-(pyrimidin-2-yl)-1,4-diazepan-1-carbonyl)pyrrolidin-1-carboxylate N1=C(N=CC=C1)N1CCN(CCC1)C(=O)[C@H]1N(CCC1)C(=O)OC(C)(C)C